ClC1=C(OC2CCC(CC2)CCN2N=C(C3=C2CCC3)C(=O)N3CCC(CC3)NC(C)=O)C=CC=C1 N-[1-[1-[2-[4-(2-Chlorophenoxy)cyclohexyl]ethyl]-5,6-dihydro-4H-cyclopenta[c]pyrazol-3-carbonyl]-4-piperidyl]acetamid